tert-butyl (3S)-3-(benzyloxycarbonylamino)pyrrolidine-1-carboxylate C(C1=CC=CC=C1)OC(=O)N[C@@H]1CN(CC1)C(=O)OC(C)(C)C